CN(C)CC1=C(C=2N(C(C(=CN2)C2=CC(=CC=C2)C2(CC(C2)C)C2=NN=CN2C)=O)C=C1)C 8-((dimethylamino)methyl)-9-methyl-3-(3-(3-methyl-1-(4-methyl-4H-1,2,4-triazol-3-yl)cyclobutyl)phenyl)-4H-pyrido[1,2-a]pyrimidin-4-one